S(=O)(=O)([O-])[O-].[Fe-3](C#N)(C#N)(C#N)(C#N)(C#N)C#N.[K+] potassium ferricyanide sulfate